O=C1NC(CCC1N1C=C2C=CC(=CC2=C1)N1CC2CNCC2C1)=O 2-(2,6-dioxopiperidin-3-yl)-5-(hexahydropyrrolo[3,4-c]pyrrole-2(1H)-yl)isoindole